7-cyclopentyl-N-((3R,4R)-3-fluoro-1-(methylsulfonyl)piperidin-4-yl)pyrrolo[2,1-f][1,2,4]triazin-2-amine C1(CCCC1)C1=CC=C2C=NC(=NN21)N[C@H]2[C@@H](CN(CC2)S(=O)(=O)C)F